CC1=CC(=NC(=N1)OCCC(F)(F)F)C1=NN=C(S1)C1=C(C=C(C=C1)NS(=O)(=O)CCO)N1CCC2(CC2)CC1 N-(4-(5-(6-methyl-2-(3,3,3-trifluoropropoxy)pyrimidin-4-yl)-1,3,4-thiadiazol-2-yl)-3-(6-Azaspiro[2.5]octane-6-yl)phenyl)-2-hydroxyethane-1-sulfonamide